C(#N)C=1C(=C(C=NC1C(F)(F)F)N1CCC(C2=CC(=CC(=C12)C#N)F)(F)F)C 1-[5-cyano-4-methyl-6-(trifluoromethyl)pyridin-3-yl]-4,4,6-trifluoro-2,3-dihydroquinoline-8-carbonitrile